bismaleimidyl-diphenyl-methane C1(C=CC(N1C(C1=CC=CC=C1)(C1=CC=CC=C1)N1C(C=CC1=O)=O)=O)=O